C(C)(C)(C)OC(=O)[C@@H]1N[C@H]([C@@]([C@@H]1C1=C(C(=CC=C1)F)F)(C1=C(C=C(C=C1)Cl)F)CN)CC(C)(C)C (2R,3R,4S,5S)-4-(aminomethyl)-4-(4-chloro-2-fluorophenyl)-3-(2,3-difluorophenyl)-5-neopentylpyrrolidine-2-carboxylic acid tert-butyl ester